ClC1=NC=CC2=C1COC21CN(CCC1)CC1=C(N=C(S1)NC(C)=O)F N-(5-((4-Chloro-3H-spiro[furo[3,4-c]pyridine-1,3'-piperidin]-1'-yl)methyl)-4-fluorothiazol-2-yl)acetamide